ClC=1C=C(C(=O)N2CC=3N(CC2)C(=CN3)C#CC=3C=C(C#N)C=CC3)C=CC1 3-{[7-(3-Chlorobenzoyl)-5,6,7,8-tetrahydroimidazo[1,2-a]pyrazin-3-yl]ethynyl}benzonitrile